2-{[2-(2,6-dioxopiperidin-3-yl)-1-oxo-2,3-dihydro-1H-isoindol-5-yl]oxy}acetic acid O=C1NC(CCC1N1C(C2=CC=C(C=C2C1)OCC(=O)O)=O)=O